F[C@@H]1COCC[C@@H]1NC=1C=2C=C(N(C2C=CC1)CC(F)(F)F)C#CCNC1=C(C=C(C=C1)S(=O)(=O)C)OC N-((3S,4S)-3-fluorotetrahydro-2H-pyran-4-yl)-2-(3-((2-methoxy-4-(methylsulfonyl)phenyl)amino)prop-1-yn-1-yl)-1-(2,2,2-trifluoroethyl)-1H-indol-4-amine